Tert-Butyl ((1R,4R)-4-((2-(2-(2-aminoethoxy)ethoxy)ethoxy)methyl)cyclohexyl)carbamate NCCOCCOCCOCC1CCC(CC1)NC(OC(C)(C)C)=O